N-(5-tert-butyl-4-methyl-thiazol-2-yl)-3-[(7-cyano-5-fluoro-1-isoquinolyl)amino]propanamide C(C)(C)(C)C1=C(N=C(S1)NC(CCNC1=NC=CC2=C(C=C(C=C12)C#N)F)=O)C